BrC1=C2C(=NN(C2=CC=C1)C)I Bromo-3-iodo-1-methyl-1H-indazole